COC=1C=C2C(=NC=NC2=CC1OC)OC1=C(C=C(C=C1)NC(CN1N=NC(=C1)C(C)C)=O)F N-(4-((6,7-dimethoxyquinazolin-4-yl)oxy)-3-fluorophenyl)-2-(4-isopropyl-1H-1,2,3-triazol-1-yl)acetamide